C(CCC)C1=NC=C(C(=N1)O)C(=O)O 2-butyl-4-hydroxy-5-pyrimidinecarboxylic acid